NC=1C=C(C(=O)NCCC2CCN(CC2)CC2=CC=C(C=C2)CN2C(NC=3C(=NC(=CC32)OCCCC)N)=O)C=CC1 3-amino-N-(2-(1-(4-((4-amino-6-butoxy-2-oxo-2,3-dihydro-1H-imidazo[4,5-c]pyridin-1-yl)methyl)benzyl)piperidin-4-yl)ethyl)benzamide